N-octyl-N'-[2-(octylamino)ethyl]ethylenediamine C(CCCCCCC)NCCNCCNCCCCCCCC